C(CCCCC(C)C)OC(CCS)=O 3-mercapto-propionic acid isooctylester